C[C@@H]1O[C@@H](CN(C1)C=1C=C(C=CC1)C1=C(C(=CC=C1)NC(CNC(OC(C)(C)C)=O)=O)F)C tert-butyl (2-((3'-(cis-2,6-dimethylmorpholino)-2-fluoro-[1,1'-biphenyl]-3-yl)amino)-2-oxoethyl)carbamate